FC(C1CCCCN1)(F)F 6-(trifluoromethyl)piperidin